1-(methylsulfinyl)naphthalen-2-ol CS(=O)C1=C(C=CC2=CC=CC=C12)O